3-(4-cyclohexyl-5-mercapto-4H-1,2,4-triazol-3-yl)propan-1-ol C1(CCCCC1)N1C(=NN=C1S)CCCO